tert-butyl ((1r,3r)-3-(methoxymethyl)cyclobutyl)carbamate COCC1CC(C1)NC(OC(C)(C)C)=O